N[C@@H]([C@@H](C)CC)C(=O)NCC1=CC=CC=C1 L-isoleucyl-benzylamine